ClC1=C(C(=CC=C1)F)NC(C(C)(C)C)=O N-(2-chloro-6-fluorophenyl)pivalamide